2-methyl-N-(4-(4-methylpiperazine-1-carbonyl)thiazol-2-yl)-5-(3-(trifluoromethyl)phenyl)furan-3-carboxamide CC=1OC(=CC1C(=O)NC=1SC=C(N1)C(=O)N1CCN(CC1)C)C1=CC(=CC=C1)C(F)(F)F